O.P(=O)(O)(O)OCC=1C(=C(C(=NC1)C)O)C=O pyridoxal 5'-phosphate monohydrate